propyl octadeca-9,12-dienoate C(CCCCCCCC=CCC=CCCCCC)(=O)OCCC